(2-(cyclopropylmethoxy)-4-fluorophenyl)-3-(1-(4-fluorobenzyl)piperidin-4-yl)-1H-pyrrolo[2,3-c]pyridine C1(CC1)COC1=C(C=CC(=C1)F)N1C=C(C=2C1=CN=CC2)C2CCN(CC2)CC2=CC=C(C=C2)F